methyl 3-amino-6-(2,6-difluorophenyl)-5-fluoropyridine-2-carboxylate NC=1C(=NC(=C(C1)F)C1=C(C=CC=C1F)F)C(=O)OC